(cyclobutylmethyl)-1-[4-(4-methyl-1,3-thiazol-5-yl)phenyl]methanamine C1(CCC1)CC(N)C1=CC=C(C=C1)C1=C(N=CS1)C